C(C)(C)(C)OC(=O)N(C1=CC=C(C=C1)NC(CCCCCCC(=O)OC(C)(C)C)=O)C tert-butyl 8-((4-((tert-butoxycarbonyl)(methyl)amino)phenyl)amino)-8-oxooctanoate